methyl 6-(3-amino-2,6-difluorophenyl)-5-methylimidazo[1,5-a]pyridine-1-carboxylate NC=1C(=C(C(=CC1)F)C=1C=CC=2N(C1C)C=NC2C(=O)OC)F